FC=1C=CC2=C(NC(=NS2(=O)=O)NCC2=CC(=CC=C2)F)C1[C@@H](C)C1=CC=C(C=C1)N1CCOCC1 (S)-6-fluoro-3-((3-fluorobenzyl)amino)-5-(1-(4-morpholinophenyl)ethyl)-4H-benzo[e][1,2,4]thiadiazine 1,1-dioxide